NC1=C2C(=NC=N1)N(N=C2C(=O)NC2=C(C(=C(C=C2)CC(=O)N(C)C)C)C)[C@H]2CN(CCC2)C(\C=C\CNC)=O 4-amino-N-[4-[2-(dimethylamino)-2-oxo-ethyl]-2,3-dimethyl-phenyl]-1-[(3R)-1-[(E)-4-(methylamino)but-2-enoyl]-3-piperidyl]pyrazolo[3,4-d]pyrimidine-3-carboxamide